C(CCCC)OCOCC/C=C/CC[Mg]Cl (3E)-6-(pentyloxymethoxy)-3-hexenylmagnesium chloride